The molecule is a hydroxy fatty acid ascaroside anion that is the conjugate base of oscr#20, obtained by deprotonation of the carboxy group; major species at pH 7.3. It is a conjugate base of an oscr#20. C[C@H]1[C@@H](C[C@H]([C@@H](O1)OCCCCCCCCCCCC(=O)[O-])O)O